COC1=C(C=CC(=C1)S(=O)(=O)N1CCOCC1)NC=1C=C(C2=C(N1)NC=C2)NCCS(=O)(=O)C N6-(2-methoxy-4-(morpholinosulfonyl)phenyl)-N4-(2-(methylsulfonyl)ethyl)-1H-pyrrolo[2,3-b]pyridine-4,6-diamine